C=1(C(=CC=C2C=CC=CC12)S(=O)(=O)[O-])S(=O)(=O)[O-].[Na+].BrC1=CC=C(C=C1)C1=CC=C(C=C1)OC(F)(F)F.[Na+] 1-bromo-4-[4-(trifluoromethoxy)phenyl]benzene sodium naphthalenedisulfonate